2-[(3-CHLORO-2-FORMYLPHENYL)(METHYL)AMINO]-N-CYCLOPROPYLACETAMIDE ClC=1C(=C(C=CC1)N(CC(=O)NC1CC1)C)C=O